chlorobis(thien-3-yl)phosphine ClP(C1=CSC=C1)C1=CSC=C1